acrylic acid hydroxide C(C=C)(=O)O